N[C@@H](C(C)C)C(=O)OC1CCN(CC1)C(C1=CC(=C(C=C1)C=1SC=C(C1)C1=CC(=NC=C1)C1(CC1)CO)Cl)=O 1-(3-chloro-4-(4-(2-(1-(hydroxymethyl)cyclopropyl)pyridin-4-yl)thiophen-2-yl)benzoyl)piperidin-4-yl L-valinate